N-[5-(1,3-benzodioxol-5-yl)thiazol-2-yl]-8-oxo-6,7-dihydro-5H-indolizine-5-carboxamide O1COC2=C1C=CC(=C2)C2=CN=C(S2)NC(=O)C2N1C=CC=C1C(CC2)=O